3-methylbenzimidazole-5-carboxylic acid CN1C=NC2=C1C=C(C=C2)C(=O)O